5-(benzyloxy)-6-(1,3-dioxolan-2-yl)picolinic acid C(C1=CC=CC=C1)OC=1C=CC(=NC1C1OCCO1)C(=O)O